ClC1=C2C(=NC=C1)N(C=C2)C2C(NC(CC2)=O)=O 4-chloro-N-(2,6-dioxopiperidin-3-yl)-1H-pyrrolo[2,3-b]pyridine